C(C)(C)(C)OC(NCCCCN1C(=NC=2C1=C1C(=NC2)C=C(S1)C)CCCC)=O (4-(2-Butyl-7-methyl-1H-imidazo[4,5-d]thieno[3,2-b]pyridin-1-yl)butyl)carbamic acid tert-butyl ester